r-pentyl alcohol C(CCCC)O